4-((2S,5R)-2,5-diethyl-4-(1-(4-(trifluoromethyl)phenyl)ethyl)piperazin-1-yl)-6-(hydroxymethyl)-1-methylpyrido[3,2-d]pyrimidin-2(1H)-one C(C)[C@@H]1N(C[C@H](N(C1)C(C)C1=CC=C(C=C1)C(F)(F)F)CC)C=1C2=C(N(C(N1)=O)C)C=CC(=N2)CO